C(C=C)(=O)OCC(CS(=O)(=O)[O-])O acryloyloxy-2-hydroxypropylsulfonate